C(CCCC)C(COC(CCCCCN(C(OCCN(CCOC(N(CCCCCC(=O)OCC(CCCCC)CCCCC)CCCCC)=O)CCCN(CC)CC)=O)CCCCC)=O)CCCCC Bis(2-pentylheptyl)12-(3-(diethylamino)propyl)-8,16-dioxo-7,17-dipentyl-9,15-dioxa-7,12,17-triazatricosanediate